2,3-dihydroxy-terephthalic acid OC1=C(C(=O)O)C=CC(=C1O)C(=O)O